phenyl-decynediol C1(=CC=CC=C1)C(C#CCCCCCCC)(O)O